2-(2-Methoxyphenylmethyl)malonic acid dimethyl ester COC(C(C(=O)OC)CC1=C(C=CC=C1)OC)=O